FC1=NC(=CC=C1N1CCN(CC1)CC=1C(=C2NC(C=3N(C2=CC1)N=CC3F)=O)F)C(NCC(F)F)=O 7-((4-(2-fluoro-6-(2,2-difluoroethylcarbamoyl)pyridin-3-yl)piperazin-1-yl)methyl)-3,6-difluoropyrazolo[1,5-a]quinoxalin-4(5H)-one